O.O.C(C(=O)[O-])(=O)[O-].[Na+].[Na+] sodium oxalate, dihydrate